(R)-1,8-dimethyl-4-(3-(3-(methylamino)-1-(thiophen-3-yl)propoxy)phenyl)-1,2,3,4-tetrahydro-5H-pyrido[2,3-e][1,4]diazepin-5-one CN1CCN(C(C2=C1N=C(C=C2)C)=O)C2=CC(=CC=C2)O[C@H](CCNC)C2=CSC=C2